C1OC[C@@H]2[C@H]1CN(C2)C2=NC=CC(=N2)NC=2N=CC1=C(N=CC(=C1C2)C(C)C)N2CC(C2)CS(=O)(=O)C N-{2-[(3aR,6aS)-hexahydro-1H-furo[3,4-c]pyrrol-5-yl]pyrimidin-4-yl}-8-[3-(methanesulfonylmeth-yl)azetidin-1-yl]-5-(propan-2-yl)-2,7-naphthyridin-3-amine